FC1(CC2C(C2C1)C(=O)C=1N=C2N(N1)[C@@H](C[C@@H]2F)C2=CC=CC=C2)F (3,3-difluorobicyclo[3.1.0]hexan-6-yl)((5S,7S)-7-fluoro-5-phenyl-6,7-dihydro-5H-pyrrolo[1,2-b][1,2,4]triazol-2-yl)methanone